tert-butyl 8-oxo-7-(5-(trifluoromethyl)pyridin-3-yl)-2,7-diazaspiro[4.5]decane-2-carboxylate O=C1N(CC2(CCN(C2)C(=O)OC(C)(C)C)CC1)C=1C=NC=C(C1)C(F)(F)F